[N+](=[N-])=C(C(=O)OC(C)(C)C)C([C@@H]([C@H](C(C)C)O)C)=O tert-butyl (4R,5S)-2-diazo-5-hydroxy-4,6-dimethyl-3-oxo-heptanoate